OC(C#CC1=CC=2C(C3=CC(=CC=C3C2C=C1)I)(CCCCCCCC)CCCCCCCC)(C)C 2-(3-hydroxy-3-methyl-1-butynyl)-7-iodo-9,9-dioctyl-fluorene